(S)-(4-(3-fluoro-5-(piperazin-1-yl)benzoyl)piperazin-1-yl)(4-(pyrrolidin-3-yloxy)-3-(4-(trifluoromethyl)cyclohexyl)phenyl)methanone Hydrochloride Cl.FC=1C=C(C(=O)N2CCN(CC2)C(=O)C2=CC(=C(C=C2)O[C@@H]2CNCC2)C2CCC(CC2)C(F)(F)F)C=C(C1)N1CCNCC1